cerium thiocyanate salt [S-]C#N.[Ce+3].[S-]C#N.[S-]C#N